6-(2-chloro-4-fluoro-5-methoxy-phenyl)-1-(2,2-difluoroethyl)-3-(1-methylpyrazolo[4,3-c]pyridin-7-yl)thieno[3,2-d]pyrimidine-2,4-dione ClC1=C(C=C(C(=C1)F)OC)C1=CC=2N(C(N(C(C2S1)=O)C=1C2=C(C=NC1)C=NN2C)=O)CC(F)F